4-Chloro-7-(4-{4-[7-({4-[2-(2,6-dioxopiperidin-3-yl)-1-oxo-2,3-dihydro-1H-isoindol-5-yl]piperazin-1-yl}methyl)-2-azaspiro[3.5]nonan-2-yl]phenyl}piperidin-1-yl)-1H-indole-3-carbonitrile ClC1=C2C(=CNC2=C(C=C1)N1CCC(CC1)C1=CC=C(C=C1)N1CC2(C1)CCC(CC2)CN2CCN(CC2)C=2C=C1CN(C(C1=CC2)=O)C2C(NC(CC2)=O)=O)C#N